FC(C(C)C(C(=O)OCCCCC)(CC(=O)OCCCCC)C)(F)F dipentyl 2-(1-trifluoromethylethyl)-2-methylsuccinate